O1CCN(CC1)C=1C(NCCC1)=O 3-morpholino-5,6-dihydropyridin-2(1H)-one